FC1=C(C(=C(C(=C1F)F)F)F)OC(CCCCCCCCCCCCC(=O)OC(C)(C)C)=O tetradecanedioic acid 1-tert-butyl 2,3,4,5,6-pentafluorophenyl ester